FC1(CCC(CC1)N1CCC(CC1)N1CC=2C=C(C=C(C2C1=O)C(=O)N)F)F 2-[1-(4,4-difluorocyclohexyl)piperidin-4-yl]-6-fluoro-3-oxo-2,3-dihydro-1H-isoindole-4-carboxamide